N-[2-(4-formylcyclohexyl)-6-(1-hydroxy-1-methyl-ethyl)indazol-5-yl]-2-[6-(trifluoromethyl)-2-pyridyl]acetamide C(=O)C1CCC(CC1)N1N=C2C=C(C(=CC2=C1)NC(CC1=NC(=CC=C1)C(F)(F)F)=O)C(C)(C)O